3-fluorobenzeneCarbonitrile FC=1C=C(C=CC1)C#N